8-((2s,5r)-4-(1-(4-fluoro-3-methoxyphenyl)ethyl)-2,5-dimethylpiperazin-1-yl)-5-methyl-6-oxo-5,6-dihydro-1,5-naphthyridine-2-carbonitrile FC1=C(C=C(C=C1)C(C)N1C[C@@H](N(C[C@H]1C)C1=CC(N(C=2C=CC(=NC12)C#N)C)=O)C)OC